C1N(CCC2=CC=CC=C12)C[C@H](CN1CCOC2=C(C1=O)C=CC(=C2)C(C)N2CCOCC2)O 4-[(2R)-3-(3,4-dihydro-1H-isoquinolin-2-yl)-2-hydroxy-propyl]-8-(1-morpholinoethyl)-2,3-dihydro-1,4-benzoxazepin-5-one